N1C=CC=2C1=NC=C(C2)OC=2C=C(C=CC2C(=O)NS(=O)(=O)C2=CC(=C(C=C2)OCC2CCC(CC2)O)[N+](=O)[O-])C2=CC=C(C=C2)N2C(CCC2)C2=C(C=CC=C2)Cl 3-((1H-pyrrolo[2,3-b]pyridin-5-yl)oxy)-4'-(2-(2-chlorophenyl)pyrrolidin-1-yl)-N-((4-((4-hydroxycyclohexyl)methoxy)-3-nitrophenyl)sulfonyl)-[1,1'-biphenyl]-4-carboxamide